C(#N)CC1(CN(C1)C=1N=CC(=NC1)C(=O)N[C@H](C(F)(F)F)C)N1N=CC(=C1)C=1C(=NNC1C)C 5-[3-(cyanomethyl)-3-(3',5'-dimethyl-1H,1'H-4,4'-bipyrazol-1-yl)azetidin-1-yl]-N-[(1S)-2,2,2-trifluoro-1-methylethyl]pyrazine-2-carboxamide